(S)-(-)-4-((5-(3-hydroxy-3-methyl-2-oxoindolin-1-yl)pyridin-3-yl)methyl)phthalazine O[C@@]1(C(N(C2=CC=CC=C12)C=1C=C(C=NC1)CC1=NN=CC2=CC=CC=C12)=O)C